(S)-7-isopropoxy-4-(4-morpholinobut-1-yn-1-yl)-1-((5-oxopyrrolidin-2-yl)methoxy)isoquinoline-6-carboxamide C(C)(C)OC1=C(C=C2C(=CN=C(C2=C1)OC[C@H]1NC(CC1)=O)C#CCCN1CCOCC1)C(=O)N